tert-butyl 1-(1-(6-chloro-4-methylpyridin-3-yl)cyclopropyl)-1H-1,2,3-triazole-4-carboxylate ClC1=CC(=C(C=N1)C1(CC1)N1N=NC(=C1)C(=O)OC(C)(C)C)C